(S)-3-((2,3-difluorobenzyl)amino)-7,8,8a,9-tetrahydropyrrolo[1',2':3,4]imidazo[1,2-c]pyrimidin-1(6H)-one FC1=C(CNC=2C=C3N(C(N2)=O)C[C@H]2N3CCC2)C=CC=C1F